ClC1=C(C(=C2C=NNC2=C1)C1=CC=C2C(=NC(=NC2=C1F)OC[C@]12CCCN2C[C@@H](C1)F)N1C[C@@](CCC1)(O)C)\C=C/C (3R)-1-(7-(6-Chloro-5-((Z)-prop-1-en-1-yl)-1H-indazol-4-yl)-8-fluoro-2-(((2R,7aS)-2-fluorotetrahydro-1H-pyrrolizin-7a(5H)-yl)methoxy)quinazolin-4-yl)-3-methylpiperidin-3-ol